4-[4-(hydroxydiphenylmethyl)piperidine-1-carbonyl]pyrrolidin-2-one OC(C1CCN(CC1)C(=O)C1CC(NC1)=O)(C1=CC=CC=C1)C1=CC=CC=C1